sodium t-butyl-butoxide C(C)(C)(C)C([O-])CCC.[Na+]